1-methylimidazole tetrafluoroborate sodium salt [Na+].F[B-](F)(F)F.CN1C=NC=C1